P(O)(O)(=S)O[C@H]1C[C@@H](O[C@@H]1CO)N1C(=O)NC(=O)C(C)=C1 thymidine-3'-phosphorothioate